tert-Butyl 4-((2-(3-chloro-4-(methoxycarbonyl)phenyl)-4-(3,3,3-trifluoropropyl)piperazin-1-yl)methyl)-5-methoxy-7-methyl-1H-indole-1-carboxylate ClC=1C=C(C=CC1C(=O)OC)C1N(CCN(C1)CCC(F)(F)F)CC1=C2C=CN(C2=C(C=C1OC)C)C(=O)OC(C)(C)C